(E)-(2-fluorostyryl)(5-methoxypyridin-2-yl)(methylimino)-λ6-sulfanone FC1=C(/C=C/S(=O)(=NC)C2=NC=C(C=C2)OC)C=CC=C1